C(C)(C)OC(=O)C1=CNC=2N=C(N=CC21)N[C@H]2CN([C@H](CC2)C)C(C=C)=O (((3R,6S)-1-propenoyl-6-methylpiperidin-3-yl)amino)-7H-pyrrolo[2,3-d]pyrimidine-5-carboxylic acid isopropyl ester